(1R,2S,4S)-7-Oxa-bicyclo[2.2.1]heptane-2-carboxylic acid (R)-1-phenyl-ethyl ester C1(=CC=CC=C1)[C@@H](C)OC(=O)[C@@H]1[C@H]2CC[C@@H](C1)O2